3-(4-chloro-benzyl)-5-phenyl-1-oxa-5-azaspiro[5.5]undec-7,10-diene-4,9-dione ClC1=CC=C(CC2COC3(N(C2=O)C2=CC=CC=C2)C=CC(C=C3)=O)C=C1